ClC=1N=CC2=C(N1)C(NC2)=O 2-chloro-6,7-dihydro-5H-pyrrolo[4,3-d]pyrimidin-7-one